1-(4-dimethylaminophenyl)-9H-pyrido[3,4-b]indol-3-amine CN(C1=CC=C(C=C1)C1=NC(=CC2=C1NC1=CC=CC=C21)N)C